COC(CCCCCCCCCCC)OC Dodecanal Dimethyl Acetal